tin (IV) nitrite N(=O)[O-].[Sn+4].N(=O)[O-].N(=O)[O-].N(=O)[O-]